CC1=NC(=NC=C1S(=O)(=O)N1C[C@H]2CN(C[C@@H]2C1)C1CC2(COC2)C1)C(F)(F)F |r| Rac-(3aR,6aR)-2-((4-methyl-2-(trifluoromethyl)pyrimidin-5-yl)sulfonyl)-5-(2-oxaspiro[3.3]heptan-6-yl)octahydropyrrolo[3,4-c]pyrrole